1-(3-((4-(1-(4-bromophenyl)ethyl)piperazin-1-yl)methyl)-4-(trifluoromethyl)phenyl)-4-methyl-1,4-diazepane BrC1=CC=C(C=C1)C(C)N1CCN(CC1)CC=1C=C(C=CC1C(F)(F)F)N1CCN(CCC1)C